2-chloro-7-(4-nitrophenyl)pyrrolo[2,1-f][1,2,4]triazine ClC1=NN2C(C=N1)=CC=C2C2=CC=C(C=C2)[N+](=O)[O-]